tert-butyl (R)-(3-((1-(4-((1-((4-hydroxypiperidin-4-yl)methyl)piperidin-4-yl)ethynyl)naphthalen-1-yl)ethyl)carbamoyl)-4-methylphenyl)carbamate OC1(CCNCC1)CN1CCC(CC1)C#CC1=CC=C(C2=CC=CC=C12)[C@@H](C)NC(=O)C=1C=C(C=CC1C)NC(OC(C)(C)C)=O